ClC1=NC=C(C(=N1)NCC1=C(C(=CC=C1)OC)OC)C(=O)N 2-chloro-4-((2,3-dimethoxybenzyl)amino)pyrimidin-5-carboxamide